4-((1R,5R)-2-acryloyl-2,6-diazabicyclo[3.2.0]hept-6-yl)-7-(8-chloro-7-fluoronaphthalen-1-yl)-2-(((2R,7aS)-2-fluorotetrahydro-1H-pyrrolizin-7a(5H)-yl)methoxy)quinoline-3-acetonitrile C(C=C)(=O)N1[C@@H]2CN([C@@H]2CC1)C1=C(C(=NC2=CC(=CC=C12)C1=CC=CC2=CC=C(C(=C12)Cl)F)OC[C@]12CCCN2C[C@@H](C1)F)CC#N